Cl.Cl.ClC1=C(C=CC=C1Cl)N1CCN(CC1)CCC1CCC(CC1)N 3'trans-4-{2-[4-(2,3-dichlorophenyl)-piperazin-1-yl]-ethyl}-cyclohexylamine dihydrochloride